Natrium manganat [Mn](=O)(=O)([O-])[O-].[Na+].[Na+]